NC(CCC(=O)N1CCN(CC1)C(CN1C(=C(C(C=C1)=O)O)C)=O)CN 1-(2-(4-(4,5-diaminopentanoyl)piperazin-1-yl)-2-oxoethyl)-3-hydroxy-2-methylpyridin-4(1H)-one